N-(2-((2,5-dichloropyrimidin-4-yl)amino)phenyl)-N-isopropylmethanesulfonamide ClC1=NC=C(C(=N1)NC1=C(C=CC=C1)N(S(=O)(=O)C)C(C)C)Cl